4-(3-(benzyloxy)-4-oxo-4-(4-(5-(trifluoromethyl)pyrimidin-2-yl)piperazin-1-yl)butyl)phthalazin-1(2H)-one C(C1=CC=CC=C1)OC(CCC1=NNC(C2=CC=CC=C12)=O)C(N1CCN(CC1)C1=NC=C(C=N1)C(F)(F)F)=O